(S)-N-(4-(2-(2-amino-4,5-dihydrooxazol-4-yl)ethyl)phenyl)-2-methyl-5-(trifluoromethyl)oxazole-4-carboxamide NC=1OC[C@@H](N1)CCC1=CC=C(C=C1)NC(=O)C=1N=C(OC1C(F)(F)F)C